FC=1C=C2C(=CNC2=C(C1)F)CCN(CC(C)C)C(C)C N-(2-(5,7-difluoro-1H-indol-3-yl)ethyl)-N-isopropyl-2-methylpropan-1-amine